N-ethyl-N-methylphenyl-urea C(C)N(C(=O)NC1=CC=CC=C1)C